(R)-3-hydroxy-4-(7-methyl-4-(piperidin-3-ylamino)phthalazin-1-yl)benzonitrile OC=1C=C(C#N)C=CC1C1=NN=C(C2=CC=C(C=C12)C)N[C@H]1CNCCC1